(R)-1-(1-((S)-5-(4,4,4-Trifluorobutyl)-5-azaspiro[2.4]hept-7-yl)-1,6-dihydroimidazo[4,5-d]pyrrolo[2,3-b]pyridin-2-yl)ethanol FC(CCCN1CC2(CC2)[C@@H](C1)N1C(=NC=2C1=C1C(=NC2)NC=C1)[C@@H](C)O)(F)F